S1(C=CC2=C1C=CC=C2)=O 1-benzothiophenone